C1(CCC1)C=1C(=NN(C1C1=CC=C(C=C1)C(C)(C)O)C)NC(CC(C)(C)C)=O N-(4-cyclobutyl-5-(4-(2-hydroxypropan-2-yl)phenyl)-1-methyl-1H-pyrazol-3-yl)-3,3-dimethylbutanamide